2-amino-5-(4-(morpholinomethyl)phenyl)nicotinic acid methyl ester COC(C1=C(N=CC(=C1)C1=CC=C(C=C1)CN1CCOCC1)N)=O